CC(C(=O)OC)(CN)C methyl 2,2-dimethyl-3-aminopropionate